COC=1C=C(COCCC)C=CC1 1-((3-methoxybenzyl)oxy)propan